N1C2=C(CCCC1)C=CC=C2 1,3,4,5-tetrahydro-benzo[b]Azepin